C(#N)C1=CC=C(C=C1)N1N=CC=2C1=NC(=NC2NC(=O)C=2SC(=CC2)[N+](=O)[O-])N2C=C(C=C2)C(=O)OC Methyl 1-(1-(4-cyanophenyl)-4-(5-nitrothiophene-2-carboxamido)-1H-pyrazolo[3,4-d]pyrimidin-6-yl)-1H-pyrrole-3-carboxylate